FC1(CCC(CC1)OC=1C=CC(=C(C1)C1(N(C(CC1)=O)C)C(=O)N)OC)F (5-((4,4-difluorocyclohexyl)oxy)-2-methoxyphenyl)-1-methyl-5-oxopyrrolidine-2-carboxamide